[(1S)-1-[4-({2-chloro-7-[(1S)-1-methoxyethyl]-[1,2,4]triazolo[1,5-a]pyrimidin-6-yl}amino)-2-methylphenyl]-2,2,2-trifluoroethyl]-N-methyl-1,1-dioxo-1λ6-thiane-4-carboxamide ClC1=NN2C(N=CC(=C2[C@H](C)OC)NC2=CC(=C(C=C2)[C@@H](C(F)(F)F)C2S(CCC(C2)C(=O)NC)(=O)=O)C)=N1